4-((1R,5S)-3,8-Diazabicyclo[3.2.1]octan-3-yl)-7-chloro-8-fluoro-2-((tetrahydro-1H-pyrrolizin-7a(5H)-yl)methoxy-d2)pyrido[4,3-d]pyrimidine [C@H]12CN(C[C@H](CC1)N2)C=2C1=C(N=C(N2)OC([2H])([2H])C23CCCN3CCC2)C(=C(N=C1)Cl)F